C(#N)C=1C=C(OC=2C=CC(=C3\C(\CCC23)=N/CCCOC)S(=NC#N)(=O)C)C=C(C1)F (Z)-N-((7-(3-cyano-5-fluorophenoxy)-3-((3-methoxypropyl)imino)-2,3-dihydro-1H-inden-4-yl)(methyl)(oxo)-λ6-sulfanylidene)cyanamide